1-{4-[4-(azepan-1-yl)piperidine-1-sulfonyl]phenyl}-3-(pyridin-3-ylmethyl)urea N1(CCCCCC1)C1CCN(CC1)S(=O)(=O)C1=CC=C(C=C1)NC(=O)NCC=1C=NC=CC1